4-(3-(1-benzyl-3-(4-methylbenzyl)-2,5-dioxoimidazolidin-4-yl)propionylamino)-N-hydroxybenzamide C(C1=CC=CC=C1)N1C(N(C(C1=O)CCC(=O)NC1=CC=C(C(=O)NO)C=C1)CC1=CC=C(C=C1)C)=O